1-N-[5-Fluoro-6-[7-methoxy-6-(methylcarbamoyl)quinolin-4-yl]oxypyridin-3-yl]-1-N'-(4-fluorophenyl)-1-N'-methylcyclopropane-1,1-dicarboxamide FC=1C=C(C=NC1OC1=CC=NC2=CC(=C(C=C12)C(NC)=O)OC)NC(=O)C1(CC1)C(=O)N(C)C1=CC=C(C=C1)F